C(#N)C=1C(=NC(=C(C1CC)C#N)N(C)CCNCCOC)SC(C(=O)N)C1=CC=CC=C1 2-((3,5-dicyano-4-ethyl-6-((2-((2-methoxyethyl)amino)ethyl)(methyl)amino)pyridin-2-yl)thio)-2-phenylacetamide